2-(azetidin-1-yl)-N-{4-[(7-{8-chloro-1H,2H,3H-pyrido[2,3-b][1,4]oxazin-7-yl}-5H,6H,7H,8H-pyrido[3,4-d]pyrimidin-2-yl)amino]-2-methylphenyl}acetamide N1(CCC1)CC(=O)NC1=C(C=C(C=C1)NC=1N=CC2=C(N1)CN(CC2)C2=C(C1=C(OCCN1)N=C2)Cl)C